5-((6-(3-cyclopropyl-4-(7-(1-methylpiperidin-4-yl)quinoxalin-2-yl)-1H-pyrazol-1-yl)hexyl)amino)-2-(2,6-dioxopiperidin-3-yl)isoindoline-1,3-dione C1(CC1)C1=NN(C=C1C1=NC2=CC(=CC=C2N=C1)C1CCN(CC1)C)CCCCCCNC=1C=C2C(N(C(C2=CC1)=O)C1C(NC(CC1)=O)=O)=O